1-((1-((2S,4R)-4-Amino-2-phenylpiperidin-1-carbonyl)-3,3-dimethylpiperidin-4-yl)methyl)-4-phenylpyridin-2(1H)-one N[C@H]1C[C@H](N(CC1)C(=O)N1CC(C(CC1)CN1C(C=C(C=C1)C1=CC=CC=C1)=O)(C)C)C1=CC=CC=C1